N'-[(1r,4r)-4-hydroxycyclohexyl]urea OC1CCC(CC1)NC(N)=O